3-(7-bromo-8-chloro-6-fluoro-1H-pyrazolo[4,3-c]quinolin-1-yl)azetidine-1-carboxylic acid tert-butyl ester C(C)(C)(C)OC(=O)N1CC(C1)N1N=CC=2C=NC=3C(=C(C(=CC3C21)Cl)Br)F